N-hexyl-N',N'-dibutyl-urea C(CCCCC)NC(=O)N(CCCC)CCCC